N-Methyl-carbazole CN1C2=CC=CC=C2C=2C=CC=CC12